C(CCC)(=O)OC(COC(CCC)=O)COC(CCC)=O 1,3-di(butanoyloxy)propan-2-yl butanoate